BrC=1C=CC(=NC1)C1(CC1)NC(OC(C)(C)C)=O tert-butyl (1-(5-bromopyridin-2-yl)cyclopropyl)carbamate